N-((3R,4S)-7-fluoro-3-((R)-2-methylmorpholino)chroman-4-yl)-2-(trifluoromethyl)-1-((2-(trimethylsilyl)ethoxy)methyl)-1H-benzo[d]imidazol-4-amine FC1=CC=C2[C@@H]([C@H](COC2=C1)N1C[C@H](OCC1)C)NC1=CC=CC=2N(C(=NC21)C(F)(F)F)COCC[Si](C)(C)C